BrC1=CC=C(S1)C1(CN(CCO1)C(=O)OC(C)(C)C)C tert-butyl 2-(5-bromothiophen-2-yl)-2-methylmorpholine-4-carboxylate